FC=1C(=C(C=CC1)NC(\C=N/O)=O)C (Z)-N-(3-fluoro-2-methylphenyl)-2-(hydroxyimino)acetamide